5-[(4,4-Difluorocyclohexyl)oxy]-N-(5-{[(1S,2S)-2-hydroxycyclohexyl]carbamoyl}-2-methylphenyl)pyridine-3-carboxamide FC1(CCC(CC1)OC=1C=C(C=NC1)C(=O)NC1=C(C=CC(=C1)C(N[C@@H]1[C@H](CCCC1)O)=O)C)F